racemic-malic acid nicotine salt N1=CC=CC(=C1)C1N(C)CCC1.C([C@H](O)CC(=O)O)(=O)O |r|